(6S,9S)-N-benzyl-8-((5-chlorothieno[3,2-b]pyridin-3-yl)methyl)-6-(4-hydroxybenzyl)-2,9-dimethyl-4,7-Dioxooctahydro-1H-pyrazino[2,1-c][1,2,4]triazine-1-carboxamide C(C1=CC=CC=C1)NC(=O)N1N(CC(N2C1[C@@H](N(C([C@@H]2CC2=CC=C(C=C2)O)=O)CC2=CSC=1C2=NC(=CC1)Cl)C)=O)C